FC(S(=O)(=O)OC1=NC=NC=C1)(F)F Pyrimidine-4-yl trifluoromethanesulfonate